(S)-2-((2-((S)-4-(difluoromethyl)-2-carbonyloxazolidin-3-yl)-5,6,11,12-tetrahydro-10H-imidazo[1,2-d]indeno[4,5-f][1,4]oxazepin-9-yl)amino)propionamide FC([C@H]1N(C(OC1)=C=O)C=1N=C2N(CCOC3=C2C=2CCCC2C(=C3)N[C@H](C(=O)N)C)C1)F